ClC1=C(NC2=CC=C(C(=C12)Cl)F)C(=O)N1CCN(CC1)C(=O)OC1CNC1 azetidin-3-yl 4-(3,4-dichloro-5-fluoro-1H-indole-2-carbonyl)piperazine-1-carboxylate